FC(C(=O)N1CCC(CC1)C1=CC(=C(C(=O)N)C=C1)C1=NC=C(C=C1)OC1=CC=CC=C1)=C 4-(1-(2-Fluoroacryloyl)piperidin-4-yl)-2-(5-phenoxypyridin-2-yl)benzamide